NC1=NC2=CC=C(C=C2C=C1C)C(=O)N([C@H](C)C1=NC=CC=N1)CC1=NC=C(C=C1)OC1CC1 2-amino-N-((5-(cyclopropyloxy)-2-pyridinyl)methyl)-3-methyl-N-((1R)-1-(2-pyrimidinyl)ethyl)-6-quinolinecarboxamide